pregna-3-en CC[C@H]1CC[C@H]2[C@@H]3CCC4C=CCC[C@]4(C)[C@H]3CC[C@]12C